NC(C(C1=CC=CC=C1)SC1=C(C(=C(C(=N1)N1CCC(CC1)C(C(=O)N)CCCCNC1=C2C(N(C(C2=CC=C1)=O)C1C(NC(CC1)=O)=O)=O)C#N)CC)C#N)=O (1-(6-((2-amino-2-oxo-1-phenylethyl)thio)-3,5-dicyano-4-ethylpyridin-2-yl)piperidin-4-yl)-6-((2-(2,6-dioxopiperidin-3-yl)-1,3-dioxoisoindolin-4-yl)amino)hexanamide